(3,5-Dimethyl-2-((1-(4-methylpiperazin-1-yl)propan-2-yl)oxy)benzyl)benzonitrile CC=1C(=C(CC2=C(C#N)C=CC=C2)C=C(C1)C)OC(CN1CCN(CC1)C)C